FC1=C(CN2C=CC3=CC=CC=C23)C(=CC=C1)F 1-(2,6-difluorobenzyl)-1H-indol